1-(2-(4-[(tert-butoxy)carbonyl]piperazin-1-yl)ethyl)-6-chloro-3-[3-(4-chloro-3,5-dimethylphenoxy)propyl]-7-(1,3,5-trimethyl-1H-pyrazol-4-yl)-1H-indole-2-carboxylic acid C(C)(C)(C)OC(=O)N1CCN(CC1)CCN1C(=C(C2=CC=C(C(=C12)C=1C(=NN(C1C)C)C)Cl)CCCOC1=CC(=C(C(=C1)C)Cl)C)C(=O)O